CC1=CC(=NC(=C1)N1CC(CC1)C(F)(F)F)C(=O)NN 4-methyl-6-(3-(trifluoromethyl)pyrrolidin-1-yl)pyridineformylhydrazine